octadecyl-3,5-di-tert-butyl-4-hydroxyphenyl-propionate C(CCCCCCCCCCCCCCCCC)C(C(=O)[O-])(C)C1=CC(=C(C(=C1)C(C)(C)C)O)C(C)(C)C